BrC(C)C=1C=C(C=C2C(C=C(OC12)N1CCC(CC1)C(=O)NC)=O)C 1-[8-(1-bromoethyl)-6-methyl-4-oxo-chromen-2-yl]-N-methyl-piperidine-4-carboxamide